4-fluoro-1-[(4-methoxyphenyl)methyl]-1H-pyrazole FC=1C=NN(C1)CC1=CC=C(C=C1)OC